anti-3-(3-((Dimethylamino)methyl)-4-hydroxypiperidin-4-yl)benzamid CN(C)CC1CNCCC1(O)C=1C=C(C(=O)N)C=CC1